C(N)(OC(C(C)(C)O)(C1=CC=C(C=C1)OC([2H])([2H])C12CCC(CC1)CC2)C(C)(C)C)=O (tert-butyl 1-(4-(bicyclo[2.2.2]oct-1-ylmethoxy-d2) phenyl)-2-hydroxy-2-methylpropyl) carbamate